5-(1-(3,5-difluorophenyl)-2-fluoroethyl)-1H-indazol-3-amine FC=1C=C(C=C(C1)F)C(CF)C=1C=C2C(=NNC2=CC1)N